N-cyclohexyl-1-(3-(tributylsilyl)phenyl)-N-((3-(tributylsilyl)phenyl)(2-(trifluoromethyl)phenyl)phosphaneyl)-1-(2-(trifluoromethyl)phenyl)phosphanamine C1(CCCCC1)N(P(C1=C(C=CC=C1)C(F)(F)F)C1=CC(=CC=C1)[Si](CCCC)(CCCC)CCCC)P(C1=C(C=CC=C1)C(F)(F)F)C1=CC(=CC=C1)[Si](CCCC)(CCCC)CCCC